[Cl-].[Ti+4].[Cl-].[Cl-].[Cl-] titanic chloride